(S,E)-methyl (7-(dimethylamino)-1-((1-((5-fluorobenzo[d]thiazol-2-yl)methyl)-2-oxo-1,2-dihydropyridin-3-yl)amino)-1,7-dioxohept-5-en-2-yl)carbamate CN(C(/C=C/CC[C@@H](C(=O)NC=1C(N(C=CC1)CC=1SC2=C(N1)C=C(C=C2)F)=O)NC(OC)=O)=O)C